2-[(2,2-difluoroethyl)amino]-5-{5-(2-methyl-1H-1,3-benzodiazol-5-yl)-1,3,4-oxadiazol-2-yl}benzonitrile FC(CNC1=C(C#N)C=C(C=C1)C=1OC(=NN1)C1=CC2=C(NC(=N2)C)C=C1)F